3-(4-((4-(4-((1R,2S)-6-hydroxy-2-phenyl-1,2,3,4-tetrahydronaphthalen-1-yl)phenyl)piperazine-1-yl)methyl)-1-oxoisoindolin-2-yl)piperidine-2,6-dione OC=1C=C2CC[C@@H]([C@@H](C2=CC1)C1=CC=C(C=C1)N1CCN(CC1)CC1=C2CN(C(C2=CC=C1)=O)C1C(NC(CC1)=O)=O)C1=CC=CC=C1